4-(4-fluorophenyl)-5-(1H-pyrrolo[2,3-b]pyridin-4-yl-1H-imidazol-1-yl)cyclohexan-1-ol FC1=CC=C(C=C1)C1CCC(CC1N1C(=NC=C1)C1=C2C(=NC=C1)NC=C2)O